C(C)C=1C(NC=2C=C(C=NC2C1)CN1C2CN(C(C1)C2)C=2C=CC(=NC2)C(=O)NC)=O 5-(5-((7-ethyl-6-oxo-5,6-dihydro-1,5-naphthyridin-3-yl)methyl)-2,5-diazabicyclo[2.2.1]hept-2-yl)-N-methylpyridineamide